3-((1-(6-chloro-2-(hydroxymethyl)-5-methylpyrimidin-4-yl)piperidin-4-yl)oxy)benzonitrile ClC1=C(C(=NC(=N1)CO)N1CCC(CC1)OC=1C=C(C#N)C=CC1)C